ClCCOC1=CC(=C(C(=O)O)C=C1OC)NCC[N+](=O)[O-] 4-(2-chloroethoxy)-5-methoxy-2-(2-nitroethylamino)benzoic acid